CS(=O)(=O)OCCCN1CCN(CC1)C(=O)OC(C)(C)C tert-butyl 4-[3-(methanesulfonyloxy)propyl]piperazine-1-carboxylate